C(C1=CC=CC=C1)OCCOCCS(=O)(=O)O[Na] 2-(2-Benzyloxyethoxy)ethylsulfonyloxysodium